4-Hydroxy-N'-[(E)-phenylmethylidene]benzohydrazide ethyl-ortho-toluate C(C)OC(=O)C=1C(=CC=CC1)C.OC1=CC=C(C(=O)N/N=C/C2=CC=CC=C2)C=C1